5-Fluoro-7-methoxy-1H-indole-2-carbaldehyde FC=1C=C2C=C(NC2=C(C1)OC)C=O